vinyl-acrylic acid lithium salt [Li+].C(=C)C(C(=O)[O-])=C